OC1CC(C1)CCC#N 3-(3-hydroxycyclobutyl)propionitrile